CC=1N=C2N(N=C(C=C2C)C2=CC=C3C=C(C=NC3=N2)NC2CCNCC2)C1 7-{2,8-dimethylimidazo[1,2-b]pyridazin-6-yl}-N-(piperidin-4-yl)-1,8-naphthyridin-3-amine